4-amino-5-[6-(difluoromethoxy)pyridine-carbonyl]thiazol NC=1N=CSC1C(=O)C1=NC(=CC=C1)OC(F)F